C(CCCCCCCCCCCCCCCCC)OC(C(C(=O)OCCCCCCCCCCCCCCCCCC)(CC1=CC(=C(C(=C1)C(C)(C)C)O)C(C)(C)C)CC1=CC(=C(C(=C1)C(C)(C)C)O)C(C)(C)C)=O 2,2-bis(3,5-di-tert-butyl-4-hydroxybenzyl)malonic acid dioctadecyl ester